Tert-butyl (2-(4-aminobenzamido)-4-(thiophen-2-yl)phenyl)carbamate NC1=CC=C(C(=O)NC2=C(C=CC(=C2)C=2SC=CC2)NC(OC(C)(C)C)=O)C=C1